ClC1=C2C(=NC(=C1)C(=O)N)CNC2 4-chloro-5,6-dihydropyrrolo[3,4-b]pyridine-2-carboxamide